(3-((6-(3-methyl-4-(oxetan-3-yl)piperazin-1-yl)-3-nitropyridine-2-yl)oxy)propyl)carbamic acid tert-butyl ester C(C)(C)(C)OC(NCCCOC1=NC(=CC=C1[N+](=O)[O-])N1CC(N(CC1)C1COC1)C)=O